O1C[C@@H](OC2=NC=CC=C21)C2=CC=C(CN1CCC(CC1)CNC(=O)N)C=C2 {1-[(S)-4-(2,3-dihydro-[1,4]dioxino[2,3-b]pyridin-3-yl)-benzyl]-piperidin-4-ylmethyl}-urea